FC(C=1C=NN(C1)C=1C=NC=CN1)(F)F 3-[4-(Trifluoromethyl)-1H-pyrazol-1-yl]pyrazin